3-(dimethylamino)-1-(4-methoxy-2-(phenyl)pyrimidin-5-yl)-propen-1-one CN(C=CC(=O)C=1C(=NC(=NC1)C1=CC=CC=C1)OC)C